1-(3,5-dibromophenyl)-3-(3-methylsulfanylphenyl)urea BrC=1C=C(C=C(C1)Br)NC(=O)NC1=CC(=CC=C1)SC